SILYLAMINE [SiH3]N